1-((3s,4r)-4-(3,4-difluorophenyl)-1-(2-methoxyethyl)pyrrolidin-3-yl)-3-(3-(2,4-dimethylthiazol-5-yl)-4-methyl-1-phenyl-1H-pyrazol-5-yl)urea FC=1C=C(C=CC1F)[C@H]1[C@@H](CN(C1)CCOC)NC(=O)NC1=C(C(=NN1C1=CC=CC=C1)C1=C(N=C(S1)C)C)C